3-(N-(4-chloro-5-cyano-2-((trans-2-methoxycyclopentyl)-oxy)phenyl)sulfamoyl)-4-cyclopropylbenzoic acid methyl ester COC(C1=CC(=C(C=C1)C1CC1)S(NC1=C(C=C(C(=C1)C#N)Cl)O[C@H]1[C@@H](CCC1)OC)(=O)=O)=O